5-(2-Acetamidoethoxy)-2-methyl-N-(1-(naphthalen-1-yl)cyclopropyl)benzamide C(C)(=O)NCCOC=1C=CC(=C(C(=O)NC2(CC2)C2=CC=CC3=CC=CC=C23)C1)C